C(#N)C1=CC(=C(C=C1)COC1=CC=CC(=N1)C1=CC(=C(C=C1C)CC=1N(C2=C(N1)C(=CC(=C2)C(=O)OC)OC)C[C@H]2OCC2)F)F Methyl 2-[[4-[6-[(4-cyano-2-fluoro-phenyl)methoxy]-2-pyridyl]-2-fluoro-5-methyl-phenyl]methyl]-7-methoxy-3-[[(2S)-oxetan-2-yl]methyl]benzimidazole-5-carboxylate